tert-Butyl N-[endo-8-[7-(4-chloro-2-methyl-2H-1,2,3-benzotriazol-5-yl)-5-{[2-(trimethylsilyl)ethoxy]methyl}-5H-pyrrolo[2,3-b]pyrazin-3-yl]-8-azabicyclo[3.2.1]octan-3-yl]carbamate ClC1=C(C=CC2=NN(N=C21)C)C2=CN(C1=NC(=CN=C12)N1C2CC(CC1CC2)NC(OC(C)(C)C)=O)COCC[Si](C)(C)C